OCCCN(CCN(CCN(CCCO)CCCO)CCCO)CCCO pentakishydroxyPropyldiethylenetriamine